CC=1C=C(C=2N(C(C=C(N2)N2CCCCC2)=O)C1)C(CC)NC1=C(C(=O)O)C=CC=C1 2-((1-(7-methyl-4-oxo-2-(piperidin-1-yl)-4H-pyrido[1,2-a]pyrimidin-9-yl)propyl)amino)benzoic acid